OC(C)C=1C=C(C=C2C(C=C(OC12)C1CCOCC1)=O)C 8-(1-hydroxyethyl)-6-methyl-2-tetrahydropyran-4-yl-chromen-4-one